C(C)OC1=NC=CC=C1C1=NC(=C(C=C1)F)C(=O)OC methyl 2'-ethoxy-5-fluoro-[2,3'-bipyridine]-6-carboxylate